CN1C(C(C2=CC=CC=C12)=O)=O 1-methyl-indole-2,3-dione